C(CCCCCC)(=O)ON1C(=CC2=CC(=CC=C12)C#N)CC Ethyl-(5-cyano-1H-indol-1-yl) heptanoate